1-(1-(4-(trifluoromethyl)benzoyl)piperidin-4-yl)-1H-benzo[d]imidazol-2(3H)-one FC(C1=CC=C(C(=O)N2CCC(CC2)N2C(NC3=C2C=CC=C3)=O)C=C1)(F)F